3-[5-[[1-(azetidin-3-ylmethyl)-4-piperidyl]oxy]-3-methyl-2-oxo-benzimidazol-1-yl]piperidine N1CC(C1)CN1CCC(CC1)OC1=CC2=C(N(C(N2C)=O)C2CNCCC2)C=C1